[C@H]12COC[C@@H]2C1NC(=O)C=1C=C(C2=C([C@@H](CO2)C2CCOCC2)C1)C(=O)NC |o1:14| (S*)-N5-((1R,5S,6r)-3-Oxabicyclo[3.1.0]hexan-6-yl)-N7-methyl-3-(tetrahydro-2H-pyran-4-yl)-2,3-dihydrobenzofuran-5,7-dicarboxamid